ClC1=C(C(=CC(=N1)N(CC1=CC=C(C=C1)OC)CC1=CC=C(C=C1)OC)C)C(F)(F)F 6-chloro-N,N-bis[(4-methoxyphenyl)methyl]-4-methyl-5-(trifluoromethyl)pyridine-2-amine